8-(4-(4-(tert-butoxy)phenoxy)piperidin-1-yl)-5-methyl-6-oxo-5,6-dihydro-1,5-naphthyridine-2-carbonitrile C(C)(C)(C)OC1=CC=C(OC2CCN(CC2)C2=CC(N(C=3C=CC(=NC23)C#N)C)=O)C=C1